FS(C1=CC=C(C=C1)NC(C)=O)(F)(F)(F)F N-(4-(pentafluoro-λ6-sulfaneyl)phenyl)acetamide